C(C1=CC=CC=C1)NC1=NC=C(C=C1)B1OC(C(O1)(C)C)(C)C N-benzyl-5-(4,4,5,5-tetramethyl-1,3,2-dioxaborolan-2-yl)pyridin-2-amine